(1R)-1-(pyridin-3-yl)ethanamine N1=CC(=CC=C1)[C@@H](C)N